2-bromo-4,5-dimethoxy-N-(prop-2-yn-1-yl)benzenesulfonamide BrC1=C(C=C(C(=C1)OC)OC)S(=O)(=O)NCC#C